CNC1=CC=C(CN[C@H](C(=O)OCC=C)CCC(=O)OCC=C)C=C1 Diallyl (S)-2-[p-(methylamino)benzylamino]glutarate